F[B-](F)(F)F.C(C)C1=C(C(=CC=C1)CC)[N+]=1C(CC(C1)(C)C1=CC=C(C=C1)CC(C)C)(C)C 1-(2,6-diethylphenyl)-4-(4-isobutylphenyl)-2,2,4-trimethyl-3,4-dihydro-2H-pyrrol-1-ium tetra-fluoroborate